OC1CN(C1)C(=O)O[C@@H]1CC[C@H](CC1)C(N(C1=CC(=CC=C1)C=1N=C(OC1)C(C)C)C[C@@H]1CC[C@H](CC1)C1=NC(=C(C=C1)OC)C#N)=O trans-4-(((trans-4-(6-Cyano-5-methoxypyridin-2-yl)cyclohexyl) methyl)(3-(2-isopropyloxazol-4-yl)phenyl)carbamoyl)cyclohexyl 3-hydroxyazetidine-1-carboxylate